OC1=CC=C(C=C1)N=NC1=C(C(=O)O)C=CC=C1 (p-hydroxyphenylazo)-benzoic acid